hydroxytryptophan ON[C@@H](CC1=CNC2=CC=CC=C12)C(=O)O